[(2S,7aR)-2-(methoxymethyl)-6-methylidene-tetrahydro-1H-pyrrolizin-7a-yl]methanol COC[C@H]1C[C@@]2(CC(CN2C1)=C)CO